C(#N)C1N(CC(C1)(F)F)C(CNC(=O)C1=CC=NC=C1)=O 4-(2-(2-cyano-4,4-difluoropyrrolidin-1-yl)-2-oxoethylcarbamoyl)pyridin